BrC1=C(C2=CC=CC=C2C(=C1)OC(C=C)=O)OC(C=C)=O 2-bromo-1,4-Diacryloyloxynaphthalene